6-chloro-N-ethoxy-4-((5-fluoro-3-(5-fluoropyrimidin-2-yl)-2-methoxyphenyl)amino)nicotinamide ClC1=NC=C(C(=O)NOCC)C(=C1)NC1=C(C(=CC(=C1)F)C1=NC=C(C=N1)F)OC